[6-[5,7-dihydroxy-2-(4-hydroxyphenyl)-4-oxochromen-3-yl]oxy-3,4,5-trihydroxyoxan-2-yl]methyl-3,4,5-trihydroxybenzoate OC1=C2C(C(=C(OC2=CC(=C1)O)C1=CC=C(C=C1)O)OC1C(C(C(C(O1)COC(C1=CC(=C(C(=C1)O)O)O)=O)O)O)O)=O